C(CC1=CC=CC=C1)C=1C(=C(C=CC1)O)C1=CC=CC=C1 phenethyl-phenyl-phenol